[(2R,3S,4R,5R)-5-[6-[[(1S)-1-(2-fluoro-phenyl)ethyl]amino]-purin-9-yl]-3,4-dihydroxy-tetrahydro-furan-2-yl]methoxy-methylphosphonic acid FC1=C(C=CC=C1)[C@H](C)NC1=C2N=CN(C2=NC=N1)[C@H]1[C@@H]([C@@H]([C@H](O1)COCP(O)(O)=O)O)O